di-(t-butyl-3-butyl) carbonate C(OC(CCC(C)(C)C)C)(OC(CCC(C)(C)C)C)=O